ClC1=C2CCN(CC2=C(C(=C1O)O)Cl)C(\C=C\C=1C=NC(=CC1)C(F)(F)F)=O (2E)-1-(5,8-dichloro-3,4-dihydro-6,7-dihydroxy-2(1H)-isoquinolinyl)-3-[6-(trifluoromethyl)-3-pyridinyl]-2-propen-1-one